S1N=CC=C1NC(=O)C=1C(=CC=2N(C1)C=C(N2)C2CCOCC2)OC N-(isothiazol-5-yl)-7-methoxy-2-(tetrahydro-2H-pyran-4-yl)imidazo[1,2-a]pyridine-6-carboxamide